N,N-dimyristylamide C(CCCCCCCCCCCCC)[N-]CCCCCCCCCCCCCC